BrC1=CC(=C(C=C1)C(C)(C)OCCNC(OC)=O)OC methyl (2-((2-(4-bromo-2-methoxyphenyl)propan-2-yl)oxy)ethyl)carbamate